C(C1=CC=CC=C1)NS(=O)(=O)C1=C(C=CC(=C1)C1=NC2=C(C=CN=C2C=C1)N1CCOCC1)OC N-benzyl-2-methoxy-5-[8-(morpholin-4-yl)-1,5-naphthyridin-2-yl]benzene-1-sulfonamide